6-chloro-N-(6-methoxy-1-methylindazol-7-yl)pyridine-3-sulfonamide ClC1=CC=C(C=N1)S(=O)(=O)NC=1C(=CC=C2C=NN(C12)C)OC